C(C)(C)(C)CC(=O)N1CCN(CC1)C1=NC=C(C=C1)Br tert-butyl-1-(4-(5-bromopyridin-2-yl)piperazin-1-yl)ethan-1-one